BrC=1C=C2CCCN(C2=CC1)C(=O)OC(C)(C)C tert-butyl 6-bromo-3,4-dihydroquinoline-1(2H)-carboxylate